FC(CN1N=C(C(=C1)C1=C(C=CC=C1)[C@H]1C2=C(CNC1)SC(=C2)C#N)C(F)(F)F)(F)F (S)-4-(2-(1-(2,2,2-trifluoroethyl)-3-(trifluoromethyl)-1H-pyrazol-4-yl)phenyl)-4,5,6,7-tetrahydrothieno[2,3-c]pyridine-2-carbonitrile